FC=1C(=NC=C(C1)F)N1C=C(C(C2=CC(=C(N=C12)N1C[C@H]([C@@H](C1)O)O)F)=O)C(=O)NC(C)(CC)C 1-(3,5-Difluoropyridin-2-yl)-7-[(3R,4R)-3,4-dihydroxypyrrolidin-1-yl]-6-fluoro-N-(2-methylbut-2-yl)-4-oxo-1,4-dihydro-1,8-naphthyridine-3-carboxamide